NC(CC(=O)O)CC(C)C 3-Amino-5-methylhexanoic acid